ethyl 2-(4-[2-[N-(1,1-dioxo-1λ6-thian-4-yl)carbamimidoyl]-5-methyl-4-oxo-4H,5H-thieno[3,2-c]pyridin-7-yl]-2-(trifluoromethyl)phenoxy)acetate O=S1(CCC(CC1)NC(=N)C1=CC=2C(N(C=C(C2S1)C1=CC(=C(OCC(=O)OCC)C=C1)C(F)(F)F)C)=O)=O